2-((3-(3,4-dimethyl-6a,7,9,10-tetrahydropyrazino[1,2-d]pyrido[3,2-b][1,4]oxazin-8(6H)-yl)-3-oxopropoxy)methyl)azetidin CC1=C(C=2OCC3N(C2N=C1)CCN(C3)C(CCOCC3NCC3)=O)C